Ethyl 5-(4-methoxyphenyl)-3-methylisoxazole-4-carboxylate COC1=CC=C(C=C1)C1=C(C(=NO1)C)C(=O)OCC